(R)-2-((1-(6-aminohexyl)-2-(7-(3-aminopiperidine-1-carbonyl)-5-methoxy-3-methylimidazo[1,2-a]pyridin-2-yl)-1H-pyrrolo[2,3-b]pyridin-6-yl)oxy)acetic acid trihydrochloride Cl.Cl.Cl.NCCCCCCN1C(=CC=2C1=NC(=CC2)OCC(=O)O)C=2N=C1N(C(=CC(=C1)C(=O)N1C[C@@H](CCC1)N)OC)C2C